Cl.NC[C@@H]1C[C@H](NC1)CNC(=O)C=1NC2=CC(=CC=C2C1)C1=CC=C(C=C1)F N-(((2S,4S)-4-(aminomethyl)pyrrolidin-2-yl)methyl)-6-(4-fluorophenyl)-1H-indole-2-carboxamide hydrochloride